BrC=1C(=C(C(=C2CN(CC12)C(C[C@H](C)C(=O)O)=O)Cl)OCCCOC=1C=C2CN(CC2=CC1OC)C(C[C@@H](C(=O)O)C)=O)OC (S)-4-(5-(3-((7-bromo-2-((S)-3-carboxybutanoyl)-4-chloro-6-methoxyisoindolin-5-yl)oxy)propoxy)-6-methoxyisoindolin-2-yl)-2-methyl-4-oxobutanoic acid